ClC1=CC(=NC(=N1)C)NC=1SC=CN1 2-((6-chloro-2-methylpyrimidin-4-yl)amino)thiazole